COC1=NC=CC2=C1N=C(N2)NC=2OC(=NN2)C2=C(C=CC=C2)C N-(4-methoxy-1H-imidazo[4,5-c]pyridin-2-yl)-5-(tolyl)-1,3,4-oxadiazol-2-amine